4-[bis[(4-methoxyphenyl)methyl]amino]-2,5-difluoro-benzaldehyde COC1=CC=C(C=C1)CN(C1=CC(=C(C=O)C=C1F)F)CC1=CC=C(C=C1)OC